Allyl (S)-3-cyclopropyl-2-(2-((S)-5-oxo-1-(2,3,5-trifluorobenzyl)pyrrolidin-2-yl)acetamido)propanoate C1(CC1)C[C@@H](C(=O)OCC=C)NC(C[C@H]1N(C(CC1)=O)CC1=C(C(=CC(=C1)F)F)F)=O